2-(7-(benzylamino)-2-phenyl-1H-indol-5-yl)-N,N-diethylacetamide C(C1=CC=CC=C1)NC=1C=C(C=C2C=C(NC12)C1=CC=CC=C1)CC(=O)N(CC)CC